1-((tetrahydrofuran-2-yl)methyl)-1H-indazole-3-carboxylic acid O1C(CCC1)CN1N=C(C2=CC=CC=C12)C(=O)O